C(C)(C)(C)OC(COCCOCCOCCOCCOCCOC1=NC=C(C=C1)C=1C=CC=2C3=C(NC2C1)C=CN=C3)=O.FC(C(=O)CC(=O)C)(F)F 1-trifluoroacetyl-acetone tert-butyl-17-((5-(5H-pyrido[4,3-b]indol-7-yl)pyridin-2-yl)oxy)-3,6,9,12,15-pentaoxaheptadecan-1-oate